O\N=C(/N)\C1=NC(=CC(=C1)CC1CCOCC1)C (Z)-N'-hydroxy-6-methyl-4-((tetrahydro-2H-pyran-4-yl)methyl)pyridine-2-carboxamidine